OC(C(=O)C1=CC=CC=C1)C 2-hydroxy-2-methyl-1-phenyl-ethanone